FC(C(=O)O)(F)F.FC(C(=O)O)(F)F.NC12CC3(C[C@@H](C[C@H](C1)C3)C2)NC(C2=CC=C(C=C2)C2=NC=CC=C2)=O N-((1s,3r,5R,7S)-3-aminoadamantan-1-yl)-4-(pyridin-2-yl)benzamide bis(2,2,2-trifluoroacetate)